C(C1=C(N=C(O1)C1=CC=CC=C1)CCOC1=CC=C(C=2SC=CC21)C=O)([2H])([2H])[2H] 4-(2-(5-(methyl-d3)-2-phenyloxazol-4-yl)ethoxy)benzo[b]thiophene-7-carbaldehyde